(E)-4-((4-acetyl-2-isopropyl-3-oxo-3,4-dihydrobenzo[f]quinoxalin-6-yl)oxy)-2-butenoic acid ethyl ester C(C)OC(\C=C\COC=1C2=C(C=3N=C(C(N(C3C1)C(C)=O)=O)C(C)C)C=CC=C2)=O